ClC1=CC=C(C=C1)C=1C=CC(=C(C1)C(CC(=O)OCC)O)F ethyl 3-[5-(4-chlorophenyl)-2-fluoro-phenyl]-3-hydroxy-propionate